N-((3S,4R,5S)-3-fluoro-1-(3-fluoropropyl)-5-methylpiperidin-4-yl)-6-(3-((2-methoxy-4-sulfamoylphenyl)amino)prop-1-yn-1-yl)-1-(2,2,2-trifluoroethyl)-1H-benzo[d]imidazole-4-carboxamide F[C@H]1CN(C[C@@H]([C@H]1NC(=O)C1=CC(=CC=2N(C=NC21)CC(F)(F)F)C#CCNC2=C(C=C(C=C2)S(N)(=O)=O)OC)C)CCCF